2-((2-chloro-2'-methyl-3'-(3-morpholinopropoxy)-[1,1'-biphenyl]-3-yl)methoxy)-4,6-dimethoxypyrimidine-5-carbaldehyde ClC1=C(C=CC=C1COC1=NC(=C(C(=N1)OC)C=O)OC)C1=C(C(=CC=C1)OCCCN1CCOCC1)C